3-(4-Iodophenyl)piperazin-2-one-4-d IC1=CC=C(C=C1)C1C(NCCN1[2H])=O